C(C)(C)(C)C=1C=C(C=CC1O)CCC(=O)O.C(C)(C)(C)C=1C=C(C=CC1O)CCC(=O)O.C(C)(C)(C)C=1C=C(C=CC1C(C)(C)C)C(O)C(CO)(CO)CO [3,4-di-tert-butylphenyl]pentaerythritol bis[3-(3-tert-butyl-4-hydroxyphenyl) propionate]